S-(2-(((benzyloxy)carbonyl)amino)ethyl)-L-cysteine C(C1=CC=CC=C1)OC(=O)NCCSC[C@H](N)C(=O)O